4-(benzylthio)-1,3-dihydro-2-benzofuran C(C1=CC=CC=C1)SC1=CC=CC=2COCC21